(Cyanomethylene)trimethylphosphorane ammonium [NH4+].C(#N)C=P(C)(C)C